FC1=C(C=CC=C1)COC1=CC=C(C=C1)C(/C=C/C1=CC=C(C=C1)\C=C/1\N[C@@H](N(S1=O)[C@H](C(=O)O)CC1=CC=CC=C1)S)=O (2S)-2-[(3S,5Z)-5-[[4-[(E)-3-[4-[(2-Fluorophenyl)methoxy]phenyl]-3-oxoprop-1-enyl]phenyl]methylidene]-1-oxo-3-sulfanyl-1,2,4-thiadiazolidin-2-yl]-3-phenylpropanoic acid